4-((S)-3-((R)-4,4-dimethyl-3-phenylpentanamido)-2-(dimethylamino)propyl)-2-fluoro-N-methylbenzamide CC([C@@H](CC(=O)NC[C@H](CC1=CC(=C(C(=O)NC)C=C1)F)N(C)C)C1=CC=CC=C1)(C)C